CN1C(=NN=C1)C1(CC(C1)S(=O)(=O)C)C=1C=C(C=CC1)N1C(C2=CC(=CC(=C2C1)C(F)(F)F)CNC1(CCC1)C)=O 2-(3-((1r,3r)-1-(4-methyl-4H-1,2,4-triazol-3-yl)-3-(methylsulfonyl)cyclobutyl)phenyl)-6-(((1-methylcyclobutyl)amino)methyl)-4-(trifluoromethyl)isoindolin-1-one